NCC=1C=C(C=CC1)C=1C=C(C2=C(C(=CO2)COC2=C(C=CC=C2)CC(=O)OCC)C1)OCC1=CN=CN1C ethyl 2-(2-((5-(3-(aminomethyl)phenyl)-7-((1-methyl-1H-imidazol-5-yl)methoxy)benzofuran-3-yl)methoxy)phenyl)acetate